BrC=1C=C2C(=CN(C2=CC1)C1C(NC(CC1)=O)=O)C 3-(5-bromo-3-methyl-indol-1-yl)piperidine-2,6-dione